FC1(CCC(CC1)OC=1C(=NC=CN1)N1CCNCC1)F 4-{3-[(4,4-difluorocyclohexyl)oxy]pyrazin-2-yl}piperazin